C1(CC1)C=1C=CC(=NC1F)C(NC(=O)C1N(CC(C1)F)C(CN1N=C(C=C1C(F)F)C)=O)C1=CC=CC=C1 N-[(5-cyclopropyl-6-fluoropyridin-2-yl)(phenyl)methyl]-1-{2-[5-(difluoromethyl)-3-methyl-1H-pyrazol-1-yl]acetyl}-4-fluoropyrrolidine-2-carboxamide